N1(CCNCC1)CCN1N=C(C(=C1)C(=O)N)C(=O)N 1-(2-(piperazin-1-yl)ethyl)-1H-pyrazole-3,4-dicarboxamide